ClC1=CC=C(C=C1)C12CC3(CC(CC(C1)C3)C2)C(=O)NC2=CC=C(C=C2)OC(C)=O Acetic acid 4-{[3-(4-chloro-phenyl)-adamantane-1-carbonyl]-amino}-phenyl ester